COCCC=1C=C(CN2N=CC(=C2)C(=O)OCC)C=CC1 ethyl 1-(3-(2-methoxyethyl) benzyl)-1H-pyrazole-4-carboxylate